7-chloro-5-(2-pyrryl)-3H-1,4-benzodiazepin ClC=1C=CC2=C(C(=NCC=N2)C=2NC=CC2)C1